(R)-6-(1-(cyclopropylmethyl)-1H-pyrazol-4-yl)-N-(4-(3-(2-hydroxypropan-2-yl)pyrrolidin-1-yl)-6-methylpyridin-2-yl)picolinamide C1(CC1)CN1N=CC(=C1)C1=CC=CC(=N1)C(=O)NC1=NC(=CC(=C1)N1C[C@@H](CC1)C(C)(C)O)C